C(C)OC(C=CC=1C(=NC(=NC1)SC)NC1CCCC1)=O 3-(4-(cyclopentylamino)-2-(methylthio)pyrimidin-5-yl)acrylic acid ethyl ester